methoxy-5-(2-methoxyethoxy)quinazolin COC1=NC2=CC=CC(=C2C=N1)OCCOC